ClC=1C=C2C=CN(C2=C(C1)C1=C2C(=NC=C1)C=C(S2)CN2C(N(C=C(C2=O)C(F)(F)F)C(C)C)=O)CC2(CCNCC2)C#N 4-((5-Chloro-7-(2-((3-isopropyl-2,6-dioxo-5-(trifluoromethyl)-3,6-dihydropyrimidine-1(2H)-yl)methyl)thieno[3,2-b]pyridin-7-yl)-1H-indol-1-yl)methyl)piperidine-4-carbonitrile